CC1CCC(CC1)NC(=O)C1CCN(CC1)C(=O)C1=NNC(=C1)C1=CC=NC=C1 N-(4-methylcyclohexyl)-1-[5-(pyridin-4-yl)-1H-pyrazole-3-carbonyl]piperidine-4-carboxamide